(4-Methylpent-2-yn-1-yl)-4-(4-(oxetan-3-yl)-piperazin-1-yl)-1H-benzo[d]imidazole-1-carboxamide CC(C#CCC1=NC2=C(N1C(=O)N)C=CC=C2N2CCN(CC2)C2COC2)C